5-benzyl-N-(9-((4-(pyridin-4-yl)piperazin-1-yl)methyl)-5,6-dihydro-4H-benzo[f]imidazo[1,2-a]azepin-4-yl)-1H-1,2,4-triazole-3-carboxamide C(C1=CC=CC=C1)C1=NC(=NN1)C(=O)NC1C=2N(C3=C(CC1)C=CC(=C3)CN3CCN(CC3)C3=CC=NC=C3)C=CN2